tert-butyl (R)-2-ethyl-10-methyl-2,3-dihydro-[1,4]oxazepino[7,6-g]quinoline-4(5H)-carboxylate C(C)[C@H]1OC2=CC=3C(=CC=NC3C=C2CN(C1)C(=O)OC(C)(C)C)C